N-(2,4-Dimethylphenyl)-4-nitropyridin CC1=C(C=CC(=C1)C)N1CC=C(C=C1)[N+](=O)[O-]